(3-cyclopropylphenyl)boronic acid C1(CC1)C=1C=C(C=CC1)B(O)O